NC1=NC=2C=CC(=CC2C2=C1C=NN2C)C(=O)N(C)[C@@H]2COC1=C2C(=CC(=C1)C(F)(F)F)Cl 4-amino-N-((3S)-4-chloro-6-(trifluoromethyl)-2,3-dihydro-1-benzofuran-3-yl)-N,1-dimethyl-1H-pyrazolo[4,3-c]quinoline-8-carboxamide